CN(CCC1=CNC2=C(C=CC=C12)OC(CCCCC(=O)O)=O)C 6-((3-(2-(dimethylamino)ethyl)-1H-indol-7-yl)oxy)-6-oxohexanoic acid